3-Acetamido-5-((E)-2-((3aR,5r,6aS)-2-(tert-butoxycarbonyl)octahydrocyclopenta[C]pyrrol-5-yl)vinyl)-1H-indole-1-carboxylic acid tert-butyl ester C(C)(C)(C)OC(=O)N1C=C(C2=CC(=CC=C12)\C=C\C1C[C@@H]2[C@@H](CN(C2)C(=O)OC(C)(C)C)C1)NC(C)=O